p-formyl-benzene C(=O)C1=CC=CC=C1